C(C)(C)(C)OC(N=C1N(C2=C(N1C(CN)CC1=CC=C(C=C1)C)C=CC=C2)CC2=CC=C(C=C2)C)=O tert-butyl-(1-(1-amino-3-(p-tolyl)propan-2-yl)-3-(4-methylbenzyl)-1,3-dihydro-2H-benzo[d]imidazol-2-ylidene)carbamate